CN1C(=NC(=C1)C(F)(F)F)C1=CC=C(CC2=CC(=CN2)C2=C(C=CC=C2)C(C)C)C=C1 5-(4-(1-methyl-4-(trifluoromethyl)-1H-imidazol-2-yl)benzyl)-3-(2-isopropylphenyl)pyrrole